C1(CCCC1)C1=NN(C(=C1C(F)(F)F)C(=O)O)CC1(CC(C1)(F)F)C 3-cyclopentyl-1-((3,3-difluoro-1-methylcyclobutyl)methyl)-4-(trifluoromethyl)-1H-pyrazole-5-carboxylic acid